ClC1=C2C(=NC(=C1)NC(=O)C1CC1)CN(C2=O)C([2H])([2H])[2H] N-(4-chloro-6-(methyl-d3)-5-oxo-6,7-dihydro-5H-pyrrolo[3,4-b]pyridin-2-yl)cyclopropylcarboxamide